ClC=1C=C2C(=NC=NC2=C(C1C1=C(C=CC=C1O)F)F)N1[C@H](CN(C[C@@H]1C)C(C=C)=O)C 1-((3S,5S)-4-(6-chloro-8-fluoro-7-(2-fluoro-6-hydroxy-phenyl)quinazolin-4-yl)-3,5-dimethyl-piperazin-1-yl)prop-2-en-1-one